3-amino-N-(2-{4-amino-6-oxa-2-azaspiro[4.5]decan-2-yl}-3-fluoro-5,6,7,8-tetrahydroquinolin-6-yl)-4,6-dimethylthieno[2,3-b]pyridine-2-carboxamide NC1=C(SC2=NC(=CC(=C21)C)C)C(=O)NC2CC=1C=C(C(=NC1CC2)N2CC1(C(C2)N)OCCCC1)F